ClC1=CC(=NC=C1Cl)NC1=C(C=C(C=C1)NC(C=C)=O)C1=CC=NC=C1 N-(4-((4,5-dichloropyridin-2-yl)amino)-3-(pyridin-4-yl)phenyl)acrylamide